({[(9H-fluoren-9-yl)methoxy]carbonyl}(methyl)amino)propanoic acid C1=CC=CC=2C3=CC=CC=C3C(C12)COC(=O)N(C)C(C(=O)O)C